C(CCC)(=O)C=1C(=C(C(=CC1C)C)C1CC(=C(C(C1)=O)C(CC)=NOCC)O)C 5-(3-Butyryl-2,4,6-trimethylphenyl)-2-(1-ethoxyiminopropyl)-3-hydroxycyclohex-2-enon